C(C)(C)(C)C1=NC=CC=C1 Tertbutyl-pyridine